tetraphenylborat C1(=CC=CC=C1)[B-](C1=CC=CC=C1)(C1=CC=CC=C1)C1=CC=CC=C1